ClC1=CC=C(C=C1)C(C)(C#C)C=1N=C(SC1)NC(CC1=CC=C(C=C1)N1CCNCC1)=O N-(4-(2-(4-chlorophenyl)-but-3-yn-2-yl)thiazol-2-yl)-2-(4-(piperazin-1-yl)-phenyl)acetamide